CC1=C(C(=C(C(=O)OC2=CC(=C(C[C@H](NC(=O)OCC3C4=CC=CC=C4C4=CC=CC=C34)C(=O)O)C(=C2)C)C)C=C1)N1C=CC=C1)N1CC(C1)OC1=CC=C(C=C1)COC=1C=NC=CC1 Fmoc-2,6-dimethyl-tyrosine Methyl-3-(3-(4-((pyridin-3-yl-oxy)methyl)phenoxy)azetidin-1-yl)-2-(1H-pyrrol-1-yl)benzoate